(2Z)-7-(2,3-difluoro-4-hydroxyphenyl)-2-(hydroxyimino)-1,2,3,4-tetrahydronaphthalen-1-one FC1=C(C=CC(=C1F)O)C1=CC=C2CC/C(/C(C2=C1)=O)=N/O